(R)-1-(5-chloro-3-fluoro-pyridin-2-yl)-4-(4-fluoro-benzyl)-3-((1r,3R)-3-hydroxycyclobutyl)-piperazine-2,5-dione ClC=1C=C(C(=NC1)N1C([C@H](N(C(C1)=O)CC1=CC=C(C=C1)F)C1CC(C1)O)=O)F